6-fluoro-5-(2-methoxyethoxy)-5'-(2-oxo-1-phenylethyl)-2'-(trifluoromethyl)-[1,1'-biphenyl]-2-carbonitrile FC=1C(=CC=C(C1C1=C(C=CC(=C1)C(C=O)C1=CC=CC=C1)C(F)(F)F)C#N)OCCOC